C(C)(C)(C)OC(N[C@@H]1CC[C@H](CC1)CCCCCO)=O (trans-4-(5-hydroxypentyl)cyclohexyl)carbamic acid tert-butyl ester